C=C1C=CCC2CC3=CC=CC=C3C12 4-methylene-1,4,4a,9a-tetrahydrofluorene